ClC1=CC(=C(C=C1)O)\C=C(/CC1=CC=C(C=C1)OC)\[N+](=O)[O-] (E)-4-chloro-2-(3-(4-methoxyphenyl)-2-nitroprop-1-en-1-yl)phenol